(2S)-1-(morpholin-4-yl)-2-(tetrahydro-2H-pyran-2-yloxy)propan-1-one N1(CCOCC1)C([C@H](C)OC1OCCCC1)=O